O1C(=CC=C1)C(=O)NC=1C=C2C(=CNC2=CC1)C=1CC2CCCCN2CC1 5-(2-furoyl)amino-3-(1,4,5,6,7,8,9-heptahydroquinolizin-2-yl)-1H-indole